6-fluoro-N-((3R,4S)-3-fluoro-1-(oxetan-3-yl)piperidin-4-yl)-5-(1-((R)-2-fluoropropyl)-1H-benzo[d][1,2,3]triazol-6-yl)-4-methoxypyrrolo[2,1-f][1,2,4]triazin-2-amine FC=1C(=C2C(=NC(=NN2C1)N[C@@H]1[C@@H](CN(CC1)C1COC1)F)OC)C=1C=CC2=C(N(N=N2)C[C@@H](C)F)C1